C(C1=CC(O)=C(O)C(O)=C1)(=O)[O-].[O-2].[Li+] lithium oxide gallate